COC(=O)C1CC2=C(C(N1)=O)C=CN2 4-oxo-1H,5H,6H,7H-pyrrolo[3,2-c]Pyridine-6-carboxylic acid methyl ester